ClC1=CC(=C(NC=2C(=C(C=NC2)CC2=C(C(=NC=C2)N)F)F)C=C1)F 4-[[5-(4-chloro-2-fluoro-anilino)-4-fluoro-3-pyridyl]methyl]-3-fluoro-pyridin-2-amine